C(C1=CC=CC=C1)NC1=C2N=CN(C2=NC(=N1)Cl)[C@H]1[C@@H]([C@@H](C(O1)=COCP(O)(O)=O)O)O ({[(2R,3S,4R,5R)-5-[6-(benzylamino)-2-chloro-9H-purin-9-yl]-3,4-dihydroxyoxolanyl-2-yl]methoxy}methyl)phosphonic acid